4-((3r,5r,7r)-adamantan-1-yl)-2-chloroaniline C12(CC3CC(CC(C1)C3)C2)C2=CC(=C(N)C=C2)Cl